C(\C=C\C=C/CCCCC)(=O)[O-] (E,Z)-2,4-decadienoat